Ethyl-5-(N-(2-((2-chloro-N-(furan-2-ylmethyl)benzoylamino)methyl)-5-(ethyl(propyl)amino)phenyl)-N-Ethylsulfamoyl)-3-methylbenzofuran-2-carboxylic acid ethyl ester C(C)OC(=O)C=1OC2=C(C1C)C(=C(C=C2)S(N(CC)C2=C(C=CC(=C2)N(CCC)CC)CN(CC=2OC=CC2)C(C2=C(C=CC=C2)Cl)=O)(=O)=O)CC